2-fluoro-N-(3-sulfamoylphenyl)-3-(trifluoromethyl)-6-(7-(trifluoromethyl)chroman-4-yl)benzamide FC1=C(C(=O)NC2=CC(=CC=C2)S(N)(=O)=O)C(=CC=C1C(F)(F)F)C1CCOC2=CC(=CC=C12)C(F)(F)F